3-TRIFLUOROMETHYLBENZYLBORONIC ACID FC(C=1C=C(CB(O)O)C=CC1)(F)F